ClC=1C=C(C=CC1)[C@@H]1[C@H](C1)C(=O)NC1=NC=NC(=C1)NCC=1N=C2N(C=C(C=C2C(C)O)C2CC2)C1 (1S,2S)-2-(3-chlorophenyl)-N-(6-(((6-cyclopropyl-8-(1-hydroxyethyl)imidazo[1,2-a]pyridin-2-yl)methyl)amino)pyrimidin-4-yl)cyclopropane-1-carboxamide